O[C@H]1[C@@H](CCC1)N1C(C2=CC(=C(C=C2C1)C)CC1=CC=C(C=C1)N1N=CC=C1)=O 2-((1R,2R)-2-hydroxycyclopentyl)-5-methyl-6-(4-(1H-pyrazol-1-yl)benzyl)isoindolin-1-one